C(=O)(OC(C)(C)C)N1C[C@@H](NCC1)C(C)C (S)-1-Boc-3-isopropyl-piperazine